ClC1=CC(=C(C=C1)S)N 4-chloro-o-aminothiophenol